1-(bicyclo[1.1.1]pentan-1-yl)-4-chloro-6-cyclopropyl-1H-pyrazolo[3,4-d]pyrimidine C12(CC(C1)C2)N2N=CC=1C2=NC(=NC1Cl)C1CC1